CC(CC(C)C)OC1=CC=CC=C1 phenyl 1,3-dimethyl-butyl ether